BrC1=CC(=NC2=C1C(N(C=1N2N=CC1)CC)=O)C 6-Bromo-4-ethyl-8-methylpyrazolo[1,5-a]pyrido[3,2-e]pyrimidin-5(4H)-one